di(4-chlorophenyl)propane ClC1=CC=C(C=C1)C(C)(C)C1=CC=C(C=C1)Cl